N-cyclohexyl-4-[2-fluoro-5-[[6-oxo-4-(trifluoromethyl)-1H-pyridine-3-carbonyl]amino]-4-[rac-(3R,5S)-3,4,5-trimethylpiperazin-1-yl]phenyl]-1,3-thiazole-2-carboxamide C1(CCCCC1)NC(=O)C=1SC=C(N1)C1=C(C=C(C(=C1)NC(=O)C1=CNC(C=C1C(F)(F)F)=O)N1C[C@H](N([C@H](C1)C)C)C)F |r|